C(C)(C)(C)OOC=1C(=C(C=CC1)C(C)C)OOC(C)(C)C di(tert-butylperoxy)cumene